1,9-dichloro-5-carbonyl-nonane ClCCCCC(CCCCCl)=C=O